3-{4-[1-(Azetidin-3-ylmethyl)piperidin-4-yl]-3-methyl-2-oxo-1,3-benzodiazol-1-yl}piperidine-2,6-dione N1CC(C1)CN1CCC(CC1)C1=CC=CC=2N(C(N(C21)C)=O)C2C(NC(CC2)=O)=O